O[C@@H]([C@H](CO[C@H]1O[C@@H]([C@@H]([C@@H]([C@H]1O)O)O)CO)NC(CCC)=O)[C@@H](CCCCCCCCCCCCCC)O N-((2S,3S,4R)-3,4-Dihydroxy-1-(((2S,3R,4S,5R,6R)-3,4,5-trihydroxy-6-(hydroxymethyl)tetrahydro-2H-pyran-2-yl)oxy)octadecan-2-yl)butyramide